CC=1SC(=C(N1)C)C=1C=CC(N(N1)CC1CCN(CC1)C1=NC(=NC=C1)C(C)C)=O 6-(2,4-dimethyl-1,3-thiazol-5-yl)-2-[[1-(2-prop-2-ylpyrimidin-4-yl)piperidin-4-yl]methyl]pyridazin-3-one